C1(CC1)C[C@@H](C(=O)OC)N1C(C2=C(CC1)C=CN2)=O Methyl (2S)-3-cyclopropyl-2-(7-oxo-4,5-dihydro-1H-pyrrolo[2,3-c]pyridin-6-yl)propanoate